tert-butyl (R)-4-(7-bromo-5-(methoxycarbonyl)-2,4-dimethylbenzo[d][1,3]dioxol-2-yl)piperidine-1-carboxylate BrC1=CC(=C(C2=C1O[C@](O2)(C)C2CCN(CC2)C(=O)OC(C)(C)C)C)C(=O)OC